5-[2-(cyclopropylmethoxy)-4-oxa-8-azaspiro[4.5]dec-8-yl]-N-methyl-7-(trifluoromethyl)thieno[3,2-b]pyridine-3-carboxamide C1(CC1)COC1CC2(OC1)CCN(CC2)C2=CC(=C1C(=N2)C(=CS1)C(=O)NC)C(F)(F)F